ethyl-diglycolic acid anhydride C(C)C1C(=O)OC(CO1)=O